naphtho[2,3-b]thiophen-3-amine S1C2=C(C(=C1)N)C=C1C=CC=CC1=C2